ClC1=C(C=CC=C1)N1C(C(=C(C2=CC=C(N=C12)C(F)(F)F)NC)C(=O)OC)=O methyl 1-(2-chlorophenyl)-4-(methylamino)-2-oxo-7-(trifluoromethyl)-1,2-dihydro-1,8-naphthyridine-3-carboxylate